C(C)(C)(C)OC(=O)N1CC=2C=CC(=NC2CC1CCC)S(=O)(=O)[O-].[Na+] Sodium 6-(tert-butoxycarbonyl)-7-(3-propyl)-5,6,7,8-tetrahydro-1,6-naphthyridine-2-sulfonate